OC1CC2(C1)CC(N(CC2)C(=O)OCC2=CC=CC=C2)C2=CC=C(C=C2)C(=O)OC benzyl 2-hydroxy-6-(4-(methoxycarbonyl) phenyl)-7-azaspiro[3.5]nonane-7-carboxylate